ClC1=C(C2=C(C3=C(N=C(N(C3=O)CC3=CC(=NO3)C(F)(F)F)C3=C(C=C(C=C3)OC)C3CC3)S2)C=C1)O 7-chloro-2-(2-cyclopropyl-4-methoxyphenyl)-8-hydroxy-3-((3-(trifluoromethyl)isoxazol-5-yl)methyl)benzo[4,5]thieno[2,3-d]pyrimidin-4(3H)-one